5-(tert-butyl)-N-(2-methyl-4-(2-(1-methyl-1H-pyrazol-4-yl)pyrazolo[1,5-a]pyrimidin-7-yl)benzyl)-1,2,4-oxadiazole-3-carboxamide trifluoroacetate FC(C(=O)O)(F)F.C(C)(C)(C)C1=NC(=NO1)C(=O)NCC1=C(C=C(C=C1)C1=CC=NC=2N1N=C(C2)C=2C=NN(C2)C)C